C(C)OC(=O)C=1OC2=C(C1)C=C(C=C2)N2CCN(CC2)C(=O)OC(C)(C)C 5-(4-tert-butyloxycarbonylpiperazin-1-yl)benzofuran-2-carboxylic acid ethyl ester